methyl 2-methoxycarbonylbenzoylformate COC(=O)C1=C(C(=O)C(=O)OC)C=CC=C1